(R)-3-hydroxy-10-methyl-9,10,11,12-tetrahydro-8H-[1,4]diazepino[5',6':4,5]thieno[3,2-f]quinoxalin-8-one OC1=NC=2C=CC3=C(C2N=C1)C1=C(S3)C(N[C@@H](CN1)C)=O